ClC1=C(C=C(C=C1)C1=C(C=CC=C1)NC(OC(C)(C)C)=O)F tert-butyl (4'-chloro-3'-fluoro-[1,1'-biphenyl]-2-yl)carbamate